C(C)(=O)C=1C(=C2C(NC(NC2=C(C1Br)F)=O)=O)F 6-acetyl-7-bromo-5,8-difluoro-1,2,3,4-tetrahydroquinazoline-2,4-dione